Acetyl-Histidine C(C)(=O)N[C@@H](CC1=CNC=N1)C(=O)O